1-bromo-6-methyl-8-oxo-6,8-dihydro-3H-spiro[dipyrrolo[2,3-b:3',2'-d]pyridine-7,4'-piperidine]-1'-carboxylic acid tert-butyl ester C(C)(C)(C)OC(=O)N1CCC2(CC1)C(C1=C3C(=NC=C1N2C)NC=C3Br)=O